FC1=C(C=C(CNC(C)=O)C=C1)C(F)(F)F N-(4-fluoro-3-(trifluoromethyl)-benzyl)acetamid